2-carboxyacetate C(=O)(O)CC(=O)[O-]